CN1C(C(=CC2=C(C=C(C=C12)OC(F)(F)F)C=1C=CC=C2C=C(N=CC12)C=1C=CC(=NC1)C(=O)NCC#CC1=CC(=CC=C1)NC1C(NC(CC1)=O)=O)C)=O 5-(8-(1,3-Dimethyl-2-oxo-7-(trifluoromethoxy)-1,2-dihydroquinolin-5-yl)isoquinolin-3-yl)-N-(3-(3-((2,6-dioxopiperidin-3-yl)amino)phenyl)prop-2-yn-1-yl)picolinamide